(S)-2-((6-chloro-2-morpholinopyrimidin-4-yl)amino)propan-1-ol ClC1=CC(=NC(=N1)N1CCOCC1)N[C@H](CO)C